NC1=NC=2C=C(C(=CC2C2=C1C=NN2C)C(=O)N([C@@]2(CCC1=NC(=CC=C12)C(F)(F)F)C)C)Cl 4-amino-7-chloro-N,1-dimethyl-N-((5R)-5-methyl-2-(trifluoromethyl)-6,7-dihydro-5H-cyclopenta[b]-pyridin-5-yl)-1H-pyrazolo[4,3-c]-quinoline-8-carboxamide